6-[[2-fluoro-4-(trifluoromethylsulfanyl)phenyl]methyl]-2-azaspiro[3.3]heptane-2-carboxylic acid tert-butyl ester C(C)(C)(C)OC(=O)N1CC2(C1)CC(C2)CC2=C(C=C(C=C2)SC(F)(F)F)F